CS(=O)(=O)N1CCC2(CC(C2)C2N3C(C4=CC=CC=C24)=CN=C3)CC1 5-(7-(methylsulfonyl)-7-azaspiro[3.5]nonan-2-yl)-5H-imidazo[5,1-a]isoindole